COC(=O)C1(CCC1)C=1C=C2CCCN(C2=CC1)C(=O)OC(C)(C)C tert-butyl 6-(1-(methoxycarbonyl)cyclobutyl)-3,4-dihydroquinoline-1(2H)-carboxylate